tert-butyl (2-(4-(benzyloxy)-1H-indol-3-yl)ethyl)(cyclopropylmethyl)carbamate C(C1=CC=CC=C1)OC1=C2C(=CNC2=CC=C1)CCN(C(OC(C)(C)C)=O)CC1CC1